racemic-4-(1-(3-(3-chloro-4-fluorophenyl)-1-methylureido)ethyl)isoquinoline-1-carboxylic acid ClC=1C=C(C=CC1F)NC(N(C)[C@H](C)C1=CN=C(C2=CC=CC=C12)C(=O)O)=O |r|